BrC1=CC=2N(C=C1)C(NN2)=O 7-bromo-2H-[1,2,4]triazolo[4,3-a]pyridin-3-one